acryloylaminopropyl-dimethylbenzylammonium C(C=C)(=O)NCCC[N+](CC1=CC=CC=C1)(C)C